(2s,4s)-2-(6-(3-cyclopropylphenyl)-2-azaspiro[3.3]heptane-2-carbonyl)-7-oxa-5-azaspiro[3.4]octan-6-one C1(CC1)C=1C=C(C=CC1)C1CC2(CN(C2)C(=O)C2CC3(C2)NC(OC3)=O)C1